ONC(=O)[C@@H]1N([C@H](CC1)CCC)C(=O)OCC1=CC=CC=C1 Benzyl (2R,5S)-2-(hydroxycarbamoyl)-5-propylpyrrolidine-1-carboxylate